2-dimethylaminoethylamine CN(CCN)C